CN1N=C2C(CN(C=3C(=CC=CC23)NC2=C3C(=NC(=C2)C2(CC2)C(=O)N)NN(C3=O)C)C)=C1 (4-((2,5-dimethyl-4,5-dihydro-2H-pyrazolo[4,3-c]quinolin-6-yl)amino)-2-methyl-3-oxo-2,3-dihydro-1H-pyrazolo[3,4-b]pyridin-6-yl)cyclopropanecarboxamide